FC(C1=CC=CC2=CC=CC(=C12)B(O)O)(F)F 1-(TRIFLUOROMETHYL)NAPHTHALENE-8-BORONIC ACID